9-[[4-[3-[(2,5-dioxo-1-pyrrolidinyl)oxy]-3-oxopropyl]phenoxy]carbonyl]-10-methyl-acridinium trifluoromethanesulfonate FC(S(=O)(=O)[O-])(F)F.O=C1N(C(CC1)=O)OC(CCC1=CC=C(OC(=O)C=2C3=CC=CC=C3[N+](=C3C=CC=CC23)C)C=C1)=O